COC=1C=C(C=CC1N(C1=NN(C=C1)C)C)C=1C=C(N2N=CN=C(C21)N)C2=NN(C=C2)C 5-(3-methoxy-4-(methyl(1-methyl-1H-pyrazol-3-yl)amino)phenyl)-7-(1-methyl-1H-pyrazol-3-yl)pyrrolo[2,1-F][1,2,4]triazin-4-amine